4-(methoxymethyl)-6-(trifluoromethyl)benzo[d]thiazol-2-amine COCC1=CC(=CC2=C1N=C(S2)N)C(F)(F)F